C(C1=CC=CC=C1)N1CC=2C(=C(N=C(C2CC1)N1C[C@H]2CC[C@@H](C1)N2C(=O)OC(C)(C)C)OCC2(CC2)COS(=O)(=O)C)C#N tert-butyl (1r,5s)-3-(6-benzyl-4-cyano-3-((1-(((methylsulfonyl) oxy) methyl) cyclopropyl) methoxy)-5,6,7,8-tetrahydro-2,6-naphthyridin-1-yl)-3,8-diazabicyclo[3.2.1]octane-8-carboxylate